tert-butyl (4-(N,1-dimethyl-1H-pyrazole-4-carboxamido)-4-oxobutyl)(methyl)carbamate CN(C(=O)C=1C=NN(C1)C)C(CCCN(C(OC(C)(C)C)=O)C)=O